FC1(C(CCC1)COC1=C(C=C(C=C1)NC(=O)C=1N=C(OC1CC(F)(F)F)N1CCCC1)F)F N-{4-[(2,2-difluorocyclopentyl)methoxy]-3-fluorophenyl}-2-(pyrrolidin-1-yl)-5-(2,2,2-trifluoroethyl)oxazole-4-carboxamide